3-(4,4,5,5-tetramethyl-1,3,2-dioxaborolan-2-yl)-N-(4-(Trifluoromethyl)phenyl)pyridin-2-amine CC1(OB(OC1(C)C)C=1C(=NC=CC1)NC1=CC=C(C=C1)C(F)(F)F)C